oxalostatine C(=O)(C(=O)O)N[C@@H](CC(C)C)[C@@H](O)CC(O)=O